ethynyltris(2-pyridyl)silane Dihexadecyl-(S)-2-(((2-(dimethylamino)ethoxy)carbonyl)oxy)succinate C(CCCCCCCCCCCCCCC)OC([C@H](CC(=O)OCCCCCCCCCCCCCCCC)OC(=O)OCCN(C)C)=O.C(#C)[Si](C1=NC=CC=C1)(C1=NC=CC=C1)C1=NC=CC=C1